2-(cyclopropyldifluoromethyl)-N-(1-(3,3-difluorocyclobutyl)-3-(methylsulfonyl)allyl)-4-phenoxypyrimidine-5-carboxamide C1(CC1)C(C1=NC=C(C(=N1)OC1=CC=CC=C1)C(=O)NC(C=CS(=O)(=O)C)C1CC(C1)(F)F)(F)F